Allyl (S)-2-((((9H-fluoren-9-yl)methoxy)carbonyl)amino)-3-(1H-pyrrolo[2,3-b]pyridin-3-yl)propanoate C1=CC=CC=2C3=CC=CC=C3C(C12)COC(=O)N[C@H](C(=O)OCC=C)CC1=CNC2=NC=CC=C21